Methyl 4-[[5-[3-(2,2-difluoroethyl)-2-methylimidazo[4,5-b]pyridin-5-yl]pyrrolo[2,1-f][1,2,4]triazin-2-yl]amino]cyclohexane-1-carboxylate FC(CN1C(=NC=2C1=NC(=CC2)C=2C=CN1N=C(N=CC12)NC1CCC(CC1)C(=O)OC)C)F